methylphenylpiperidinecarboxylate CC1(N(CCCC1)C(=O)[O-])C1=CC=CC=C1